[Al].[Cu].[C].OC1=CC=C(CN2C(NCC2)=O)C=C1 p-hydroxybenzyl-imidazolidinone carbon copper-aluminum